(S)-3-(1-aminoethyl)-6-chloro-7-isopropoxyquinolin-2(1H)-one hydrochloride Cl.N[C@@H](C)C=1C(NC2=CC(=C(C=C2C1)Cl)OC(C)C)=O